(2S,4R)-1-((S)-2-(5-aminopentanamido)-3,3-dimethylbutanoyl)-4-hydroxy-N-(4-(4-methylthiazol-5-yl)benzyl)pyrrolidine-2-carboxamide NCCCCC(=O)N[C@H](C(=O)N1[C@@H](C[C@H](C1)O)C(=O)NCC1=CC=C(C=C1)C1=C(N=CS1)C)C(C)(C)C